CC1C=CC(C1)CC(=O)OCCC n-propyl (4-methyl-2-cyclopentenyl)acetate